N1C=C(C2=CC=CC=C12)NC(NC1=CC2=C(SCC(N2CC2=C(C(=O)N)C=CC=C2)=O)C=C1)=O 2-((6-(3-(1H-indol-3-yl)ureido)-3-oxo-2,3-dihydro-4H-benzo[b][1,4]thiazin-4-yl)methyl)benzamide